BrC=1C=C2C(=C(N(C2=CC1)CCOC1CCOCC1)C=1C(=NC=CC1)C(C)OC)CC(CO[Si](C1=CC=CC=C1)(C1=CC=CC=C1)C(C)(C)C)(C)C 5-bromo-3-(3-((tert-butyldiphenylsilyl)oxy)-2,2-dimethylpropyl)-2-(2-(1-methoxyethyl)pyridin-3-yl)-1-(2-((tetrahydro-2H-pyran-4-yl)oxy)ethyl)-1H-indole